α-Methylferrocenemethanol ethyl-3-bromo-1-(2-cyano-4-nitrophenyl)-1H-pyrazole-5-carboxylate C(C)C=1C(=NN(C1C(=O)OC([C-]1C=CC=C1)C)C1=C(C=C(C=C1)[N+](=O)[O-])C#N)Br.[CH-]1C=CC=C1.[Fe+2]